6-((1-(tert-butoxycarbonyl)piperidin-4-yl)amino)-2-(piperidin-1-yl)pyrimidine-4-carboxylic acid methyl ester COC(=O)C1=NC(=NC(=C1)NC1CCN(CC1)C(=O)OC(C)(C)C)N1CCCCC1